C(=O)[O-].C(C)(C)(C)OC(=O)N1CC(C1)C[N+]1(CCC(CC1)C(=O)N1CCN(CC1)C(=O)OCC1=CC=CC=C1)CC(=O)OC(C)(C)C benzyl 4-[1-[(1-tert-butoxycarbonylazetidin-3-yl)methyl]-1-(2-tert-butoxy-2-oxo-ethyl)piperidin-1-ium-4-carbonyl]piperazine-1-carboxylate formate